2-amino-4-(methylthio)butan-1-ol benzyl-N-(7-bromo-6-fluoro-2,3-dihydrobenzofuran-5-yl)carbamate C(C1=CC=CC=C1)N(C(=O)OCC(CCSC)N)C=1C(=C(C2=C(CCO2)C1)Br)F